ClC1=C(C(=CC=C1Cl)F)C1(CN(CC1)C(=O)OC(C)(C)C)NC=1C=C2C(N(C=NC2=C(C1)F)CC1=CC=C(C=C1)OC)=O tert-butyl 3-(2,3-dichloro-6-fluorophenyl)-3-({8-fluoro-3-[(4-methoxyphenyl) methyl]-4-oxoquinazolin-6-yl}amino)pyrrolidine-1-carboxylate